CC=1C(=CN2N=C(N=C(C21)O)C=2N(C=CN2)C)C2=CC=NC=C2 5-Methyl-2-(1-methyl-1H-imidazol-2-yl)-6-(pyridin-4-yl)pyrrolo[2,1-f][1,2,4]triazin-4-ol